C(C)C(CC=C)CC 4-ethyl-1-hexene